COC=1C=C(C=CC1OC)CC(C#N)(C)N 3-(3,4-dimethoxyphenyl)-2-amino-2-methylpropanenitrile